C(CCCCCCC\C=C/C\C=C/CCCCC)(=O)OCC(COC(CC12CC3CC(CC(C1)C3)C2)=O)COC(=O)OCC2CN(CCC2)CC 3-(2-((3r,5r,7r)-adamantan-1-yl)acetoxy)-2-(((((1-ethylpiperidin-3-yl)methoxy)carbonyl)oxy)methyl)propyl (9Z,12Z)-octadeca-9,12-dienoate